CC1=C(C=C(C(=O)NC2=NC=CC(=C2)C(F)(F)F)C=C1)C#CC1=CC2=C(N(C=N2)C=2C=NN(C2)C2CCN(CC2)C)C=C1 4-methyl-3-((1-(1-(1-methylpiperidin-4-yl)-1H-pyrazol-4-yl)-1H-benzo[d]imidazol-5-yl)ethynyl)-N-(4-(trifluoromethyl)pyridin-2-yl)benzamide